2-sulfamoyl-N,N-dimethylnicotinamide S(N)(=O)(=O)C1=C(C(=O)N(C)C)C=CC=N1